4-(3-bromo-5-chlorophenyl)piperazine-1-carboxylic acid tert-butyl ester C(C)(C)(C)OC(=O)N1CCN(CC1)C1=CC(=CC(=C1)Cl)Br